ClC1=CC=C(C=C1)CNCC1=C(C=CC=C1)C 1-(4-chlorophenyl)-N-(o-tolylmethyl)methanamine